tributyl(vinyl)stannane C(CCC)[Sn](C=C)(CCCC)CCCC